(S)-N-(5-bromo-2-((4,4-difluorocyclohexyl)amino)phenyl)-6-oxopiperidine-2-carboxamide BrC=1C=CC(=C(C1)NC(=O)[C@H]1NC(CCC1)=O)NC1CCC(CC1)(F)F